glycidoxypropyltrimethoxysilane C(C1CO1)OCCC[Si](OC)(OC)OC